3-((1R,3R)-1-(2,6-difluoro-4-((1-(3-fluoropropyl)azetidin-3-yl)amino)phenyl)-3-methyl-1,3,4,9-tetrahydro-2H-pyrido[3,4-b]indol-2-yl)-2,2-difluoro-propan-1-ol tartrate C(=O)(O)C(O)C(O)C(=O)O.FC1=C(C(=CC(=C1)NC1CN(C1)CCCF)F)[C@H]1N([C@@H](CC2=C1NC1=CC=CC=C21)C)CC(CO)(F)F